C(CC1=NC2=C(C(O1)=O)C=CC=C2)C2=NC1=C(C(O2)=O)C=CC=C1 2,2'-ethylenebis(3,1-benzoxazine-4-one)